6-(3-amino-5-fluoro-6-(4-((3R,5S)-3,4,5-trimethylpiperazin-1-yl)phenyl)pyrazin-2-yl)-4-methylisoquinolin-1(2H)-one NC=1C(=NC(=C(N1)F)C1=CC=C(C=C1)N1C[C@H](N([C@H](C1)C)C)C)C=1C=C2C(=CNC(C2=CC1)=O)C